3-bromo-5-(furan-2-yl)-1H-pyrazole BrC1=NNC(=C1)C=1OC=CC1